COC(=O)C1=CC=CC2=CC=CC(=C12)Cl 8-chloro-1-naphthoic acid methyl ester